C1(=C(C(=C2C(=C(C3=C(C(=C(C4=C(C(=C1C2=C34)[2H])[2H])[2H])[2H])[2H])[2H])[2H])[2H])[2H])C=3C(=C(C(=C(C3[2H])C3=C(C(=C4C(=C(C2=C(C(=C(C1=C(C(=C3C4=C21)[2H])[2H])[2H])[2H])[2H])[2H])[2H])[2H])[2H])[2H])B(O)O)[2H] (3,5-bis(pyrene-1-yl-d9)phenyl-2,4,6-d3)boronic acid